NC1=CC=CC(=N1)S(=O)(=O)NC(=O)C=1C(=NC(=CC1)C=1C=NC(=CC1)OC(C)C)N1C(CC(C1)(C)C)(C)C N-[(6-Amino-2-pyridyl)sulfonyl]-6-(6-isopropoxy-3-pyridyl)-2-(2,2,4,4-tetramethylpyrrolidin-1-yl)pyridin-3-carboxamid